S(N)(=O)(=O)C=1C=CC2=C(NC(O2)S(=O)(=O)[O-])C1 5-sulfamoyl-2,3-dihydro-1,3-benzoxazole-2-sulfonate